[C@@H]1([C@H](O)[C@H](O)[C@@H](C[C@@]2([C@H](O)[C@H](O)[C@@H](CO)O2)N2C=NC=3C(N)=NC=NC23)O1)N1C=NC=2C(N)=NC=NC12 adenosyladenosine